NC(CCCCCCCC(CC)N)CC bis-(4-aminohexyl)methane